Cl.N1C=CN=CC2=C1C=CC=C2 [1,4]benzodiazepine hydrochloride